[4-({4-(3-ethyl-4-methyl-5-oxo-4,5-dihydro-1H-1,2,4-triazol-1-yl)-5-fluoro-2-[(2S)-pent-2-yloxy]benzoyl}amino)-3,5-dimethylphenyl]carbamic acid tert-butyl ester C(C)(C)(C)OC(NC1=CC(=C(C(=C1)C)NC(C1=C(C=C(C(=C1)F)N1N=C(N(C1=O)C)CC)O[C@@H](C)CCC)=O)C)=O